methyl (cis)-3-(2-(4,4-difluoroazepan-1-yl)-4-methyl-5-(trifluoromethyl)nicotinamido)cyclobutane-1-carboxylate FC1(CCN(CCC1)C1=C(C(=O)N[C@H]2C[C@H](C2)C(=O)OC)C(=C(C=N1)C(F)(F)F)C)F